N=1C=C(N2N=CC=CC21)C#CC=2C=C(C=NC2)C2=C(C(=O)N)C=CC(=C2C(F)(F)F)CN2CCN(CC2)C (5-(imidazo[1,2-b]pyridazin-3-ylethynyl)pyridin-3-yl)-4-((4-methylpiperazin-1-yl)methyl)-3-(trifluoromethyl)benzamide